ClC=1SC(=C(N1)Cl)Cl 2,4,5-trichlorothiazole